2,2,2-triphenylacetamide C1(=CC=CC=C1)C(C(=O)N)(C1=CC=CC=C1)C1=CC=CC=C1